4-(pyrazine-2-carboxamido)butanoic acid N1=C(C=NC=C1)C(=O)NCCCC(=O)O